tert-butyl (R)-3-((1-(2-hydroxy-4-(trifluoromethyl)phenyl)-6-methylimidazo[1,5-d][1,2,4]triazin-4-yl)amino)piperidine-1-carboxylate OC1=C(C=CC(=C1)C(F)(F)F)C=1C=2N(C(=NN1)N[C@H]1CN(CCC1)C(=O)OC(C)(C)C)C(=NC2)C